CC1CC2(N(C(C1)C2)C(=O)NC2=CC(=C(C=C2)C)C2=NN(C=C2)C)C=2OC(=NN2)C cis-3-methyl-1-(5-methyl-1,3,4-oxadiazol-2-yl)-N-(4-methyl-3-(1-methyl-1H-pyrazol-3-yl)phenyl)-6-azabicyclo[3.1.1]heptane-6-carboxamide